9-(2,6-difluorophenyl)-3,13-dimethyl-16-thia-2,4,5,8-tetrazatetracyclo[8.6.0.02,6.011,15]hexadeca-1(10),3,5,8,11(15)-pentaene FC1=C(C(=CC=C1)F)C1=NCC2=NN=C(N2C=2SC=3CC(CC3C12)C)C